ClC=1C=C(C(=NC1)N1CC(N(C2(CC2)C1=O)CC1=CC=C(C=C1)C(F)(F)F)=O)F 7-(5-chloro-3-fluoropyridin-2-yl)-4-(4-(trifluoromethyl)benzyl)-4,7-diazaspiro[2.5]octane-5,8-dione